sodium caproic acid, sodium salt [Na+].C(CCCCC)(=O)[O-].[Na+].C(CCCCC)(=O)[O-]